C(C(C)C)(=O)OC1=C(C=C(C=C1)\C=C\C(=O)NCC1=CC=C(C=C1)F)OC (E)-4-(3-((4-fluorobenzyl) amino)-3-oxoprop-1-en-1-yl)-2-methoxyphenyl isobutyrate